COC=1C=NC=C(C1C=1C=C(OC(C1OCCOC)=O)C(=O)OC)OC methyl 4-(3,5-dimethoxypyridin-4-yl)-5-(2-methoxyethoxy)-6-oxopyran-2-carboxylate